Methyl 3-(aminomethyl)-5-(difluoro(phenyl)methyl)-4,5-dihydroisoxazole-5-carboxylate hydrochloride Cl.NCC1=NOC(C1)(C(=O)OC)C(C1=CC=CC=C1)(F)F